C[C@@H]([C]1[CH][CH][CH][C]1P(C2=CC=CC=C2)C3=CC=CC=C3)N(C)C.[CH]1[CH][CH][CH][CH]1.[Fe] (S)-N,N-dimethyl-1-[(R)-2-(diphenylphosphino)ferrocenyl]ethylamine